FC=1C=C(C=NC1)C=1C=NC=2CCN(CC2C1)C=1C(=C(C=2N(N1)C(C=CN2)=O)C)C 7-(3-(5-fluoropyridin-3-yl)-7,8-dihydro-1,6-naphthyridin-6(5H)-yl)-8,9-dimethyl-4H-pyrimido[1,2-b]pyridazin-4-one